OC(=O)CN1CCN(CC(C1)(C)N(CC(=O)O)CC(=O)O)CC(=O)O 1,4-bis(hydroxycarbonylmethyl)-6-[bis(hydroxycarbonylmethyl)]Amino-6-methylperhydro-1,4-diazepine